5-bromo-1-methyl-N-(3-(oxazol-5-yl)-1H-indazol-5-yl)-6-oxo-1,6-dihydropyridine-3-carboxamide BrC1=CC(=CN(C1=O)C)C(=O)NC=1C=C2C(=NNC2=CC1)C1=CN=CO1